(2-chlorophenyl)-5-methyl-4-(4-nitro-1H-pyrazol-1-yl)pyrimidin-2-amine ClC1=C(C=CC=C1)C1=C(C(=NC(=N1)N)N1N=CC(=C1)[N+](=O)[O-])C